C(CCC)C1=NNC(=C1O)CCCC 3,5-Di-n-butyl-4-hydroxy-pyrazol